tert-butyl (R)-4-((3-(1-((8-(3-chloropropyl)-6-(1-cyanocyclopropyl)-7-oxo-7,8-dihydropyrido[2,3-d]pyrimidin-4-yl)amino)ethyl)phenyl)difluoromethyl)piperidine-1-carboxylate ClCCCN1C(C(=CC2=C1N=CN=C2N[C@H](C)C=2C=C(C=CC2)C(C2CCN(CC2)C(=O)OC(C)(C)C)(F)F)C2(CC2)C#N)=O